2-(4-(2-(4-(3-(6-cyano-5-(trifluoromethyl)pyridin-3-yl)-5,5-dimethyl-4-oxo-2-thioxoimidazolidin-1-yl)phenoxy)ethyl)piperazin-1-yl)-N-(3-(2,6-dioxopiperidin-3-ylamino)phenyl)acetamide C(#N)C1=C(C=C(C=N1)N1C(N(C(C1=O)(C)C)C1=CC=C(OCCN2CCN(CC2)CC(=O)NC2=CC(=CC=C2)NC2C(NC(CC2)=O)=O)C=C1)=S)C(F)(F)F